CC1=C(C=2N(C=C1C=1NC3=CC=C(C=C3C1C(C)C)C1CN(CCC1)C(CN(C)C)=O)N=CN2)C 1-(3-(2-(7,8-Dimethyl-[1,2,4]triazolo[1,5-a]pyridin-6-yl)-3-isopropyl-1H-indol-5-yl)piperidin-1-yl)-2-(dimethylamino)ethan-1-on